CSC1=CC(=C(CC(N)C)C=C1OC)OC 4-methylthio-2,5-dimethoxy-amphetamine